1-(2-{2-azaspiro[3.3]heptan-2-yl}pyridin-4-yl)methanamine C1N(CC12CCC2)C2=NC=CC(=C2)CN